secondary octyl-phenoxyacetic acid C(C)(CCCCCC)C(C(=O)O)OC1=CC=CC=C1